FC=1C(=CC(=NC1)NC1=NN(C2=C1C=NC(=C2)C(=O)N2CCOCCC2)CC(F)(F)F)C [3-[(5-fluoro-4-methyl-2-pyridyl)amino]-1-(2,2,2-trifluoroethyl)pyrazolo-[4,3-c]pyridin-6-yl]-(1,4-oxazepan-4-yl)methanone